BrC1=CC2=C(C(=C1)C)C1=CC=C(C=C1C21CCNCC1)Br 2,7-dibromo-4-methyl-spiro[fluorene-9,4'-piperidine]